CC1C(CC(CC1)C(CS)C)S 2-methyl-5-(1-mercaptopropan-2-yl)cyclohexane-1-thiol